furan-2,5-dicarboxylic acid dimethyl ester COC(=O)C=1OC(=CC1)C(=O)OC